4-(9-(3-chlorophenyl)-8-methyl-6-(2-(3-methylbenzylidene)hydrazinyl)-9H-purin-2-yl)morpholine ClC=1C=C(C=CC1)N1C2=NC(=NC(=C2N=C1C)NN=CC1=CC(=CC=C1)C)N1CCOCC1